5-bromo-1-(2-((tert-butyldimethylsilyl)oxy)ethyl)-2-(chloromethyl)-1H-imidazo[4,5-b]pyridine BrC1=CC=C2C(=N1)N=C(N2CCO[Si](C)(C)C(C)(C)C)CCl